tri(2-cyclohexylphenyl) phosphite P(OC1=C(C=CC=C1)C1CCCCC1)(OC1=C(C=CC=C1)C1CCCCC1)OC1=C(C=CC=C1)C1CCCCC1